pyrido[2,3-d]-pyrimidin-2(1H)-one N1C(N=CC2=C1N=CC=C2)=O